CC1=C(CN2C(C3=NC=CC=C3C2=O)([2H])[2H])C=CC(=C1)C1=CC2=CN(N=C2C=C1)C 6-(2-methyl-4-(2-methyl-2H-indazol-5-yl)benzyl)-6,7-dihydro-5H-pyrrolo[3,4-b]pyridin-5-one-7,7-d2